7-chloro-N-isopropyl-5-(4-(trifluoromethyl)phenyl)-2-naphthacenecarboxamide ClC1=C2C=C3C(=C4C=CC(=CC4=CC3=CC2=CC=C1)C(=O)NC(C)C)C1=CC=C(C=C1)C(F)(F)F